1-[3-chloro-5-(trifluoromethyl)-2-pyridinyl]piperazine ClC=1C(=NC=C(C1)C(F)(F)F)N1CCNCC1